[N+](=O)([O-])C1=C(C=C2CCNCC2=C1)C#N 7-nitro-1,2,3,4-tetrahydroisoquinoline-6-carbonitrile